Methyl (S)-3-(2-(1-(2-(1,3,4-oxadiazol-2-yl)-5-oxa-2-azaspiro[3.4]octan-7-yl)piperidin-4-yl)-4-fluorophenoxy)cyclobutane-1-carboxylate O1C(=NN=C1)N1CC2(C1)OC[C@H](C2)N2CCC(CC2)C2=C(OC1CC(C1)C(=O)OC)C=CC(=C2)F